N-(2-(tert-butyl)phenyl)acetamide methyl-2-methyl-6-(1-(tetrahydro-2H-pyran-2-yl)-1H-indazol-3-yl)nicotinate COC(C1=C(N=C(C=C1)C1=NN(C2=CC=CC=C12)C1OCCCC1)C)=O.C(C)(C)(C)C1=C(C=CC=C1)NC(C)=O